C(NC(=O)C=1N=NC=CC1NC1=C(C=C(C=C1)C=1N=NN(N1)C(F)(F)F)OC(F)F)([2H])([2H])[2H] N-(methyl-d3)-4-((2-(difluoromethoxy)-4-(2-(trifluoromethyl)-tetrazol-5-yl)phenyl)amino)pyridazine-3-carboxamide